2,5-dioxopyrrolidin-1-yl 4-cyclopropyl-4-(pyridin-2-ylthio)butanoate C1(CC1)C(CCC(=O)ON1C(CCC1=O)=O)SC1=NC=CC=C1